C(C1=CC=CC=C1)(C1=CC=CC=C1)N1CCNCC1 1-(benzhydryl)-piperazine